4-(4-[(4-methylbenzenesulfonyl)oxy]butoxy)butan-1-ol CC1=CC=C(C=C1)S(=O)(=O)OCCCCOCCCCO